1-(5-(3-(2-cyclohexylethyl)-4-oxo-3,4-dihydroquinazolin-6-yl)benzo[d]thiazol-2-yl)-3-(4-fluorophenyl)urea C1(CCCCC1)CCN1C=NC2=CC=C(C=C2C1=O)C=1C=CC2=C(N=C(S2)NC(=O)NC2=CC=C(C=C2)F)C1